18-ethyl-eicosane-9,13-dienoic acid methyl ester COC(CCCCCCCC=CCCC=CCCCC(CC)CC)=O